6-chloro-2-[(1-methyl-3,4-dihydro-2H-1,5-benzodiazepin-5-yl)methyl]-3H-quinazolin-4-one ClC=1C=C2C(NC(=NC2=CC1)CN1CCCN(C2=C1C=CC=C2)C)=O